diazaspiro[4.5]decan-2-one N1C(NCC12CCCCC2)=O